COC[C@@H](CNC1=CC2=C(C(=N1)NC=1C=C(C=CC1)C)C(NC2)=O)NC(OC(C)(C)C)=O (R)-tert-Butyl 1-methoxy-3-(3-oxo-4-(m-tolylamino)-2,3-dihydro-1H-pyrrolo[3,4-c]pyridin-6-ylamino)propan-2-ylcarbamate